tetradeca-1,13-dien-4-yl methanesulfonate CS(=O)(=O)OC(CC=C)CCCCCCCCC=C